ClC1=C(C(=O)NCCOC)C=CC(=C1)OC1=NC(=NC(=C1)C1=C(C=CC=C1C)C)NS(=O)(=O)C=1C=NN(C1)C 2-Chloro-4-[6-(2,6-dimethylphenyl)-2-[(1-methylpyrazol-4-yl)sulfonylamino]pyrimidin-4-yl]oxy-N-(2-methoxyethyl)benzamide